C[Si](OCCN)(C)C 2-((trimethylsilyl)oxy)ethylamine